5-(6-amino-9H-purin-9-yl)-2-(hydroxymethyl)tetrahydrofuran-3-ol NC1=C2N=CN(C2=NC=N1)C1CC(C(O1)CO)O